3,4-Methylendioxyphenylethanol C1OC=2C=C(C=CC2O1)C(C)O